ClC=1C(=C(C=CC1)NC(=O)C1=CC(=CC=2NC(=NC21)S(=O)(=O)C)NC(=O)C2=C(C=CC=C2)C(F)(F)F)C N-(3-chloro-2-methylphenyl)-2-(methylsulfonyl)-6-({[2-(trifluoromethyl)phenyl]carbonyl}amino)-1H-benzimidazole-4-carboxamide